C(C)N1C2=CC=CC=C2C=2C=C(C=CC12)CNC(CCC1=NC2=CC=CC=C2C=C1C(=O)N)C 3-((9-ethyl-9H-carbazol-3-yl)methylamino)butyl-quinoline-3-carboxamide